ClC1=C(C(=NN1C1CCCCCC1)CC)C=O 5-CHLORO-1-CYCLOHEPTYL-3-ETHYL-1H-PYRAZOLE-4-CARBALDEHYDE